Chloro(4-fluorophenyl)(phenyl)phosphine ClP(C1=CC=CC=C1)C1=CC=C(C=C1)F